C1(CC1)C=1N=CN(C1)C1=CC(=NC(=C1)C)N 4-(4-cyclopropyl-1H-imidazol-1-yl)-6-methylpyridin-2-amine